1-(2H3)methyl-1H-Pyrazol-4-amine C(N1N=CC(=C1)N)([2H])([2H])[2H]